FC=1N=C(SC1CN1C[C@H](CC1)CC1=NC=C(C=N1)F)NC(CC)=O (R)-N-(4-fluoro-5-((3-((5-fluoropyrimidin-2-yl)methyl)pyrrolidin-1-yl)methyl)thiazol-2-yl)propanamide